ethyl 2-{[(1,2,3,5,6,7-hexahydro-s-indacen-4-yl)carbamoyl]oxy}-3-(5-methyl-1H-imidazol-1-yl)propanoate C1CCC2=C(C=3CCCC3C=C12)NC(=O)OC(C(=O)OCC)CN1C=NC=C1C